N-((1R,3r,5S,6r)-3-(6-chloro-1H-indazol-4-yl)-3-hydroxybicyclo[3.1.0]hexan-6-yl)-3-fluorobenzamide ClC1=CC(=C2C=NNC2=C1)C1(C[C@H]2C([C@H]2C1)NC(C1=CC(=CC=C1)F)=O)O